3-Methyl-3-(4-trifluoromethoxy-benzoyl)-azetidine-1-carboxylic acid tert-butyl ester C(C)(C)(C)OC(=O)N1CC(C1)(C(C1=CC=C(C=C1)OC(F)(F)F)=O)C